S1C=NC=2CCC=3C=NC=NC3C21 4,5-dihydrothiazolo[4,5-h]quinazoline